CS(=O)C=1C=C(C=CC1)C=1CCN(CC1)CCC 4-(3-(methylsulfinyl)phenyl)-1-propyl-1,2,3,6-tetrahydropyridine